C(C1=CC=CC=C1)OC1=C(N(C=C(C1=O)C(NCC1=C(C=C(C=C1)F)F)=O)N(C(=O)OC(C)(C)C)C(C)C=C)C(=O)O 3-(benzyloxy)-1-(but-3-en-2-yl(tert-butoxycarbonyl)amino)-5-((2,4-difluorobenzyl)carbamoyl)-4-oxo-1,4-dihydropyridine-2-carboxylic acid